1,2,4-triazolo[1,5-c]pyrimidine N=1C=NN2C=NC=CC21